ClC1=C(OC2=CC=C(C=C2)NC(OCC=2C(=C3C(N(CC3=CC2)C2C(NC(CC2)=O)=O)=O)OC2=CC=CC=C2)=O)C=CC=C1 [2-(2,6-dioxopiperidin-3-yl)-3-oxo-4-phenoxy-2,3-dihydro-1H-isoindol-5-yl]methyl N-[4-(2-chlorophenoxy)phenyl]carbamate